C1(CC1)CC=1C=CC2=C(C(=C(O2)C)C(=O)OCC)C1 ethyl 5-(cyclopropylmethyl)-2-methylbenzofuran-3-carboxylate